(3-{4-[2-(cyclopropylethynyl)thiazol-5-yl]-6-oxo-1,6-dihydropyrimidin-2-yl}-2-fluoro-4-(trifluoromethyl)benzyl)isobutyramide C1(CC1)C#CC=1SC(=CN1)C=1N=C(NC(C1)=O)C=1C(=C(CC(C(=O)N)(C)C)C=CC1C(F)(F)F)F